ClC1=CC=C(C=C1)CC[C@](C(C)(C)C)(O)CN1N=CN=C1 |r| (RS)-1-p-chlorophenyl-4,4-dimethyl-3-(1H-1,2,4-triazole-1-ylmethyl)pentan-3-ol